1-ethynyl-2-methylpent-2-enyl 2,2-dimethyl-3-(2-methylprop-1-enyl)cyclopropanecarboxylate CC1(C(C1C=C(C)C)C(=O)OC(C(=CCC)C)C#C)C